5-(4-((7-Ethyl-6-oxo-5,6-dihydro-1,5-naphthyridin-3-yl)methyl)piperidin-1-yl)-N-methylpyridineamide C(C)C=1C(NC=2C=C(C=NC2C1)CC1CCN(CC1)C=1C=CC(=NC1)C(=O)NC)=O